1-(4-(3-fluoro-5-(trifluoromethyl)benzyl)pyridin-2-yl)-5-(hydroxymethyl)-1H-pyrazole-3-carboxylic acid methyl ester COC(=O)C1=NN(C(=C1)CO)C1=NC=CC(=C1)CC1=CC(=CC(=C1)C(F)(F)F)F